4-amino-7-cyclopentyl-N-(4-phenoxyphenyl)-7H-pyrrolo[2,3-d]pyrimidine-5-carboxamide NC=1C2=C(N=CN1)N(C=C2C(=O)NC2=CC=C(C=C2)OC2=CC=CC=C2)C2CCCC2